C(C)(C)C1=CC(=NN1)C(=O)N1C[C@H]2C([C@H]2C1)C(=O)N1[C@@H](CCC1)C (5-Isopropyl-1H-pyrazol-3-yl)-[(1R,5S)-6-[(2R)-2-methylpyrrolidin-1-carbonyl]-3-azabicyclo[3.1.0]hexan-3-yl]methanon